2-(3-Chlorobenzyl)cyclopentyl ((2S)-3-cyclohexyl-1-oxo-1-((1-oxo-3-(2-oxo-1-azaspiro[4.4]nonan-3-yl)propan-2-yl)amino)propan-2-yl)carbamate C1(CCCCC1)C[C@@H](C(NC(C=O)CC1C(NC2(C1)CCCC2)=O)=O)NC(OC2C(CCC2)CC2=CC(=CC=C2)Cl)=O